triethoxy-3-dimethylaminopropylsilane C(C)O[Si](CCCN(C)C)(OCC)OCC